2-((3-(6-amino-5-chloro-2-fluoropyridin-3-yl)-5-(tert-butylsulfonyl)pyrazolo[1,5-a]pyridin-6-yl)oxy)ethyl dihydrogen phosphate P(=O)(OCCOC=1C(=CC=2N(C1)N=CC2C=2C(=NC(=C(C2)Cl)N)F)S(=O)(=O)C(C)(C)C)(O)O